2-benzylamino-2-(3-pyridinyl)acetonitrile C(C1=CC=CC=C1)NC(C#N)C=1C=NC=CC1